S(=O)(=O)(C1=CC=C(C)C=C1)N\N=C(\CCC(=O)OC)/C methyl (E)-4-(2-tosylhydrazineylidene)pentanoate